N1(C=NC=C1)CN1C=NC=C1 di(1H-imidazole-1-yl)methane